2-chloro-4-(1H-pyrazol-3-yl)benzonitrile ClC1=C(C#N)C=CC(=C1)C1=NNC=C1